FC1=NN(C2=C(C=C(C=C12)O)C(F)(F)F)C1CC(C1)(C)O 3-fluoro-1-((trans)-3-hydroxy-3-methylcyclobutyl)-7-(trifluoromethyl)-1H-indazol-5-ol